C(C)(C)(C)OC(NC=1SC(=CN1)C(CC#C)O)=O (5-(1-hydroxybut-3-yn-1-yl)thiazol-2-yl)carbamic acid tert-butyl ester